FC(CSC=1C=C(C(=CC1C)F)C1=CC=C(C=C1)Cl)(F)F (4'-chloro-6-fluoro-4-methyl-[1,1'-biphenyl]-3-yl) (2,2,2-trifluoroethyl) sulfide